(1R,5S,6r)-N-isopropyl-3-azabicyclo[3.1.0]Hexane C(C)(C)N1C[C@@H]2C[C@@H]2C1